4-(4,4,5,5-tetramethyl-1,3,2-dioxaborolan-2-yl)-5-((triisopropylsilyl)ethynyl)naphthalen-2-amine CC1(OB(OC1(C)C)C1=CC(=CC2=CC=CC(=C12)C#C[Si](C(C)C)(C(C)C)C(C)C)N)C